S(=O)(=O)([O-])S(=O)[O-].[K+].S(=O)(O)O.[K+] potassium sulfite potassium metabisulfite